8-[(2R,3S)-3-(methanesulfonyl-methyl)-2-methylazetidin-1-yl]-5-(propan-2-yl)isoquinolin-3-amine CS(=O)(=O)C[C@@H]1[C@H](N(C1)C=1C=CC(=C2C=C(N=CC12)N)C(C)C)C